[N-]=C=O.ClC=1C=CC=CC1Cl 3,4-dichlorobenzene isocyanate